FC(C1=C(C=NC=C1)OCC1CCN(CC1)C(=O)OC(C)(C)C)(F)F tert-butyl 4-(((4-(trifluoromethyl)pyridin-3-yl)oxy)methyl)piperidine-1-carboxylate